2,3-difluoro-5-(2-thienyl)-8-trifluoromethylpyrazino[2,3-D]pyridazine FC=1C(=NC=2C(=C(N=NC2C=2SC=CC2)C(F)(F)F)N1)F